(3S,4S) and (3R,4R)-6-bromo-3-(2,3-dihydro-1,4-benzodioxin-6-yl)-2-(2,3-dihydro-1H-inden-5-yl)-1-oxo-1,2,3,4-tetrahydroisoquinoline-4-carboxylic acid BrC=1C=C2[C@@H]([C@H](N(C(C2=CC1)=O)C=1C=C2CCCC2=CC1)C1=CC2=C(OCCO2)C=C1)C(=O)O |r|